N-[2-(3-{3-[(S)-(1,3-Dimethyl-azetidin-3-yl)-hydroxy-(4-isopropyl-phenyl)-methyl]-phenyl}-[1,2,4]oxadiazol-5-yl)-1,1-dimethyl-ethyl]-acetamide CN1CC(C1)(C)[C@@](C=1C=C(C=CC1)C1=NOC(=N1)CC(C)(C)NC(C)=O)(C1=CC=C(C=C1)C(C)C)O